ClC=1C=C(C=CC1)SC=1N=NC=CC1C#N 3-[(3-chlorophenyl)sulfanyl]pyridazine-4-carbonitrile